COC1CC(C1)C(=O)O 3-methoxy-cyclobutanecarboxylic acid